N-[5-(4-aminophenyl)-4-cyano-2-methyl-pyrazol-3-yl]-4-(trifluoromethoxy)benzamide NC1=CC=C(C=C1)C=1C(=C(N(N1)C)NC(C1=CC=C(C=C1)OC(F)(F)F)=O)C#N